2-((3-(2,6-dioxopiperidin-3-yl)-1-methyl-1H-indazol-6-yl)oxy)-N-(thiophen-2-ylmethyl)acetamide O=C1NC(CCC1C1=NN(C2=CC(=CC=C12)OCC(=O)NCC=1SC=CC1)C)=O